ClC1=NC(=NC(=C1OC(F)F)OC)N(CC1=CC=C(C=C1)OC)CC1=CC=C(C=C1)OC 4-chloro-5-(difluoromethoxy)-6-methoxy-N,N-bis[(4-methoxyphenyl)methyl]pyrimidin-2-amine